FC=1C=C(C=CC1F)C1CN(CCO1)C(=O)NCC(CC=1C=NN(C1)C)CO 2-(3,4-difluorophenyl)-N-[2-(hydroxymethyl)-3-(1-methylpyrazol-4-yl)propyl]morpholine-4-carboxamide